Cl.FC(C(C)N1C2C3=CC=CC=C3C1CCC2)C 12-(3-Fluorobutan-2-yl)-12-azatricyclo[6.3.1.02,7]dodeca-2,4,6-triene hydrochloride